tert-Butyl 3-(benzo[d]thiazol-2-yl)-2-(3-(sec-butylamino)propanamido)-4,7-dihydrothieno[2,3-c]pyridine-6(5H)-carboxylate S1C(=NC2=C1C=CC=C2)C2=C(SC=1CN(CCC12)C(=O)OC(C)(C)C)NC(CCNC(C)CC)=O